C(C)N1CCN(CC1)C=1C=C(C=CC1)NC1=NC=C(C(=N1)N1C=C(C2=CC(=CC=C12)F)C(=O)N)F 1-{2-[3-(4-ethyl-piperazin-1-yl)-phenylamino]-5-fluoro-pyrimidin-4-yl}-5-fluoro-1H-indole-3-carboxylic acid amide